benzyl (1-(allylamino)pent-4-en-2-yl)carbamate C(C=C)NCC(CC=C)NC(OCC1=CC=CC=C1)=O